1-phenyl-6-(((5-phenylbenzo[d]oxazol-2-yl)methyl)thio)-1,5-dihydro-4H-pyrazolo[3,4-d]pyrimidin-4-one C1(=CC=CC=C1)N1N=CC2=C1N=C(NC2=O)SCC=2OC1=C(N2)C=C(C=C1)C1=CC=CC=C1